NC=1C(=C2C(=NC1)NC=C2)NC2CCC(CC2)CC#N 2-((1R,4R)-4-((5-amino-1H-pyrrolo[2,3-b]pyridin-4-yl)amino)cyclohexyl)acetonitrile